(S)-4-methyl-1,2,3-oxathiazolidine-3-carboxylic acid tert-butyl ester 2,2-dioxide C(C)(C)(C)OC(=O)N1S(OC[C@@H]1C)(=O)=O